ClC1=NNC=C1C1=CC2=C(C=N1)C(=CN2CCNC)C(=O)C2COC1=CC=C(C=C1C2)F [6-(3-Chloro-1H-pyrazol-4-yl)-1-[2-(methylamino)ethyl]pyrrolo[3,2-c]pyridin-3-yl]-(6-fluorochroman-3-yl)methanone